3,5-bis(trifluoromethyl)benzylamine FC(C=1C=C(CN)C=C(C1)C(F)(F)F)(F)F